4-(5-(2-methyl-2H-tetrazol-5-yl)benzo[d]oxazol-2-yl)picolinic acid ethyl ester C(C)OC(C1=NC=CC(=C1)C=1OC2=C(N1)C=C(C=C2)C=2N=NN(N2)C)=O